4-isopropyl-α-methylstyrene C(C)(C)C1=CC=C(C(=C)C)C=C1